n-butyl acetate C(C)(=O)OCCCC